9,10-bis(1,3-dithiol-2-ylidene)-9,10-dihydroanthracene S1C(SC=C1)=C1C2=CC=CC=C2C(C=2C=CC=CC12)=C1SC=CS1